(1r,3s)-3-((tert-butyldimethylsilyl)oxy)-3-ethylcyclobutane-1-carboxylic acid [Si](C)(C)(C(C)(C)C)OC1(CC(C1)C(=O)O)CC